tert-butyl 4-[4-(2,6-dioxo-3-piperidyl)-3-methyl-phenoxy]piperidine-1-carboxylate O=C1NC(CCC1C1=C(C=C(OC2CCN(CC2)C(=O)OC(C)(C)C)C=C1)C)=O